C(N)(=O)C1=C(N=CN1)NCC1=C(C=CC=C1)C1N(CCC(C1)(F)F)C(=O)OCC1=CC=CC=C1 benzyl 2-(2-(((5-carbamoyl-1H-imidazol-4-yl)amino)methyl)phenyl)-4,4-difluoropiperidine-1-carboxylate